N-(3-chloro-4-(4-glycylpiperazine-1-carbonyl)phenyl)-5-(1-(cyclobutylmethyl)-3-(trifluoromethyl)-1H-pyrazol-4-yl)-1-methyl-1H-imidazole-2-carboxamide hydrochloride Cl.ClC=1C=C(C=CC1C(=O)N1CCN(CC1)C(CN)=O)NC(=O)C=1N(C(=CN1)C=1C(=NN(C1)CC1CCC1)C(F)(F)F)C